The molecule is a member of the class of acetophenones that is acetophenone substituted by a methoxy group at position 4. It is a monomethoxybenzene and a member of acetophenones. CC(=O)C1=CC=C(C=C1)OC